ClC1=C2C=NN(C2=CC=C1NC1=NN=C(O1)C=1C=C(C(N(C1)C)=O)NC(C1=C(C=CC=C1)F)=O)C1OCCCC1 N-(5-(5-((4-chloro-1-(tetrahydro-2H-pyran-2-yl)-1H-indazol-5-yl)amino)-1,3,4-oxadiazol-2-yl)-1-methyl-2-oxo-1,2-dihydropyridin-3-yl)-2-fluorobenzamide